1,1,1,2,2,3,3-heptafluoro-3-(perfluoroethoxy)propane FC(C(C(OC(C(F)(F)F)(F)F)(F)F)(F)F)(F)F